C(C)N1C2=C([C@@H]([C@@H](C1=O)NC(C1=CC(=CC=C1)C(F)(F)F)=O)C=1C=NC(=CC1)F)C(=NN2C2=CC=CC=C2)C N-[(4S,5S)-7-ethyl-4-(6-fluoropyridin-3-yl)-3-methyl-6-oxo-1-phenyl-1H,4H,5H,6H,7H-pyrazolo[3,4-b]pyridin-5-yl]-3-(trifluoromethyl)benzamide